CC1=CSC2=C1N=CN=C2N2CCC(CC2)NS(=O)(=O)C2=C(C=C(C=C2)[N+](=O)[O-])[N+](=O)[O-] N-[1-(7-methylthieno[3,2-d]pyrimidin-4-yl)-4-piperidyl]-2,4-dinitrobenzenesulfonamide